S(=O)(=O)([O-])S(=O)(=O)[O-].[Na+].COC1=CC=C(C=C1)[C@@]1([C@H](CCCC1)CC1=NC=CC=C1)O.[Na+] (1R,2R)-1-(4-methoxyphenyl)-2-(pyridin-2-ylmethyl)cyclohexanol Natrium dithionat